8-(4-chloro-2-fluorophenyl)-2,3-dimethyl-6-[(2R,4S)-2-(1-methyl-1H-pyrazol-4-yl)oxacyclohex-4-yl]-3H,4H-pyrimido[5,4-d][1,3]diazin-4-one ClC1=CC(=C(C=C1)C1=NC(=NC2=C1N=C(N(C2=O)C)C)[C@@H]2C[C@@H](OCC2)C=2C=NN(C2)C)F